6-(3-benzyloxycyclobutyl)-3-(2-bromo-5-fluoro-pyrimidin-4-yl)-7-methoxy-imidazo[1,2-b]pyridazine C(C1=CC=CC=C1)OC1CC(C1)C=1C(=CC=2N(N1)C(=CN2)C2=NC(=NC=C2F)Br)OC